4-methyl-1-(phenylsulfonyl)-1H-indole-6-carbonitrile CC1=C2C=CN(C2=CC(=C1)C#N)S(=O)(=O)C1=CC=CC=C1